2-(2-chloro-5-methylpyrimidin-4-yl)-4,4-difluoropiperidine-1-carboxylic acid tert-butyl ester C(C)(C)(C)OC(=O)N1C(CC(CC1)(F)F)C1=NC(=NC=C1C)Cl